ClC=1C=C(CNCCC(=O)NCCCNC2=C3C=NNC3=C(C(=C2)C2=CC=NC=C2)Cl)C=CC1OC(F)(F)F 3-((3-chloro-4-(trifluoromethoxy)benzyl)amino)-N-(3-((7-chloro-6-(pyridin-4-yl)-1H-indazol-4-yl)amino)propyl)propanamide